(3S,4S)-1-(4-(5-((S)-2-decanamido-3-(hexylamino)-3-oxopropyl)-2H-tetrazol-2-yl)benzoyl)-N3,N4-bis((1S,2R)-2-phenylcyclopropyl)pyrrolidine-3,4-dicarboxamide C(CCCCCCCCC)(=O)N[C@@H](CC=1N=NN(N1)C1=CC=C(C(=O)N2C[C@H]([C@@H](C2)C(=O)N[C@@H]2[C@H](C2)C2=CC=CC=C2)C(=O)N[C@@H]2[C@H](C2)C2=CC=CC=C2)C=C1)C(=O)NCCCCCC